propyl hydroxybenzoate (propylhydroxy benzoate) C(CC)C=1C(=C(C(=O)O)C=CC1)O.OC1=C(C(=O)OCCC)C=CC=C1